C1(=CC=C(C=C1)OC(C=C)=O)C p-tolylacrylate